OC(=O)C(F)(F)F.C(C)(C)(C)OC(=O)NCCS[P@](=O)(OCC)N[C@@H](C)C(=O)OC(C)C Isopropyl ((R)-((2-((tert-butoxycarbonyl)amino)ethyl)thio)(ethoxy) phosphoryl)-L-alaninate TFA Salt